4-(2-Ethyl-4-methylthiazol-5-yl)-N-(5-morpholinopyridin-2-yl)pyrimidin-2-amine C(C)C=1SC(=C(N1)C)C1=NC(=NC=C1)NC1=NC=C(C=C1)N1CCOCC1